ClC=1C=C(C=CC1OC)NC(C1=CC(=CC=C1)S(N(C)C1=CC=C(C=C1)OC)(=O)=O)=O N-(3-chloro-4-methoxyphenyl)-3-(N-(4-methoxyphenyl)-N-methylsulfamoyl)benzamide